NC(C)C=1C=C2CCCN(C2=CC1)C(=O)OC(C)(C)C tert-butyl 6-(1-aminoethyl)-3,4-dihydroquinoline-1(2H)-carboxylate